C(C1=CC=CC=C1)OC1=CC=C(C=C1)NC1=NNC(=C1)C1=C(C=C(C=C1)C)C N-(4-(benzyloxy)phenyl)-5-(2,4-dimethylphenyl)-1H-pyrazol-3-amine